The molecule is an organoammonium salt resulting from the formal reaction of the carboxy group of (R)-imazapyr with isopropylamine. It contains an isopropylaminium and a (R)-imazapyr(1-). It is an enantiomer of a (S)-imazapyr-isopropylammonium. CC(C)[C@@]1(C(=O)NC(=N1)C2=C(C=CC=N2)C(=O)[O-])C.CC(C)[NH3+]